1-((1R,5S)-1-(4-bromophenyl)-3-azabicyclo[3.1.0]hexan-3-yl)-2-methylpropan-2-ol BrC1=CC=C(C=C1)[C@@]12CN(C[C@H]2C1)CC(C)(O)C